FC1=CC(=CC=2N(C(=NC21)C2=CC=C(C=C2)S(=O)(=O)C)C)C2CCN(CC2)C2CCN(CCC2)C2CCOCC2 4-fluoro-1-methyl-2-(4-(methylsulfonyl)phenyl)-6-(1-(1-(tetrahydro-2H-pyran-4-yl)azepan-4-yl)piperidin-4-yl)-1H-benzo[d]imidazole